(S)-2-((R)-1-(2-(2,5-dichlorobenzamido)acetamido)-3-methylbutyl)-4-(2-methoxy-2-oxoethyl)-6-oxo-1,3,2-dioxaborinane-4-carboxylic acid ClC1=C(C(=O)NCC(=O)N[C@@H](CC(C)C)B2OC(C[C@@](O2)(C(=O)O)CC(=O)OC)=O)C=C(C=C1)Cl